F[P-](F)(F)(F)(F)F.N1(N=NC2=C1C=CC=C2)O[P+](N2CCCC2)(N2CCCC2)N2CCCC2 benzotriazole-1-yloxy-tris(pyrrolidinyl)phosphonium hexafluorophosphate